ClC=1C=C2C=CN=C(C2=C(C1)C)N([C@H]1CN(CCC1)C(=O)OC(C)(C)C)C(=O)C=1C=NC(=CC1)C=1SC(=NN1)COC tert-butyl (3R)-3-[(6-chloro-8-methyl-1-isoquinolyl)-[6-[5-(methoxymethyl)-1,3,4-thiadiazol-2-yl]pyridine-3-carbonyl]amino]piperidine-1-carboxylate